FC1=C(C(=CC(=C1)CN1CCC(CC1)CCOC)O)N1CC(NS1(=O)=O)=O 5-[2-fluoro-6-hydroxy-4-[[4-(2-methoxyethyl)-1-piperidyl]methyl]phenyl]-1,1-dioxo-1,2,5-thiadiazolidin-3-one